2-bromo-4-(bromomethyl)-1,3-difluorobenzene BrC1=C(C=CC(=C1F)CBr)F